1-(Pyridin-3-yl)-3-(1-(4-(p-tolyloxy)pyridin-2-yl)piperidin-4-yl)thiourea N1=CC(=CC=C1)NC(=S)NC1CCN(CC1)C1=NC=CC(=C1)OC1=CC=C(C=C1)C